N-((cyclopropylmethyl)(2-fluorobenzyl)(oxo)-λ6-sulfaneylidene)-4-(5-(trifluoromethyl)-1,2,4-oxadiazol-3-yl)benzamide C1(CC1)CS(=NC(C1=CC=C(C=C1)C1=NOC(=N1)C(F)(F)F)=O)(=O)CC1=C(C=CC=C1)F